5-amino-3-(4-bromophenyl)-1-[(3R)-tetrahydropyran-3-yl]pyrazole-4-carbonitrile NC1=C(C(=NN1[C@H]1COCCC1)C1=CC=C(C=C1)Br)C#N